Methyl (2-ethoxy-4-(4,4,5,5-tetramethyl-1,3,2-dioxaborolan-2-yl)phenyl)glycinate C(C)OC1=C(C=CC(=C1)B1OC(C(O1)(C)C)(C)C)NCC(=O)OC